BrC1=NN(C=C1C(=O)OCC1=CC=CC=C1)C(C)(C)C Benzyl 3-bromo-1-tert-butylpyrazole-4-carboxylate